2-bromo-1-(3-methoxynaphthalen-2-yl)ethan-1-one BrCC(=O)C1=CC2=CC=CC=C2C=C1OC